tert-Butyl (3-cyano-7-fluoro-4-(5-fluoro-3-(6-(methyl-d3)-2,6-diazaspiro[3.4]octan-2-yl)-7,9-dihydrofuro[3,4-f]quinazolin-6-yl)thieno[3,2-c]pyridin-2-yl)carbamate C(#N)C1=C(SC2=C1C(=NC=C2F)C=2C1=C(C=3C=NC(=NC3C2F)N2CC3(C2)CN(CC3)C([2H])([2H])[2H])COC1)NC(OC(C)(C)C)=O